NC(CCN1CCC(CC1)(C(=O)O)C)(CCCCB(O)O)C(=O)O 1-(3-amino-7-borono-3-carboxyheptyl)-4-methylpiperidine-4-carboxylic acid